C(C)(C)(C)N(C(O)=O)CCCOC1=C(C=C(C=C1)C=O)O.BrC1=C(C=C(C=C1)C(F)(F)F)OC(F)F 1-bromo-2-difluoromethoxy-4-(trifluoromethyl)benzene tert-butyl-(3-(4-formyl-2-hydroxyphenoxy)propyl)carbamate